CC1CC/C=C/CC/C=C/CCC1=O (4E,8E)-12-methylcyclododeca-4,8-dienone